C1(=CC=CC2=CC=CC=C12)C=1C=NC=2N(C1N)N=CC2C=2N=NNN2 6-(naphthalen-1-yl)-3-(2H-tetrazol-5-yl)pyrazolo[1,5-a]pyrimidin-7-amine